COC(=O)C=1C=C2C(=NC1)CCC2 6,7-dihydro-5H-cyclopenta[b]pyridine-3-carboxylic acid methyl ester